2-(2-Cyclohexyl-7-oxo-5-(piperidine-1-carbonyl)pyrazolo[1,5-a]pyrimidin-4(7H)-yl)-N-(5-fluoropyridin-2-yl)acetamide C1(CCCCC1)C1=NN2C(N(C(=CC2=O)C(=O)N2CCCCC2)CC(=O)NC2=NC=C(C=C2)F)=C1